(1S,3R,4S)-N-((R)-1-cyano-2-((S)-2-oxopyrrolidin-3-yl)ethyl)-5,5-difluoro-2-((2,2,2-trifluoroacetyl)-L-leucyl)-2-azabicyclo[2.2.2]octane-3-carboxamide C(#N)[C@@H](C[C@H]1C(NCC1)=O)NC(=O)[C@@H]1N([C@@H]2CC([C@H]1CC2)(F)F)C([C@@H](NC(C(F)(F)F)=O)CC(C)C)=O